C(#N)C1(CC1)CS(=O)(=O)NC1=C(C=C(C=C1CC)C1=C2C(=NC(=C1)NC(=O)C1CC1)NC=C2)CC N-(4-(4-(((1-cyanocyclopropyl)methyl)sulfonamido)-3,5-diethylphenyl)-1H-pyrrolo[2,3-b]pyridin-6-yl)cyclopropylcarboxamide